C(C)(C)(C)C1=NNC(=C1)C(C)(C)C 3,5-di-tert-butyl-1H-pyrazole